5-fluoro-2-(2-pyrimidin-2-ylpyrimidin-5-yl)-3,4-dihydro-1H-isoquinolin-7-ol FC1=C2CCN(CC2=CC(=C1)O)C=1C=NC(=NC1)C1=NC=CC=N1